COC1=C(CSC2=NC=3N(C(N(C(C3N2C)=O)C)=O)C)C=C(C=C1)OC 8-((2,5-dimethoxybenzyl)thio)-1,3,7-trimethyl-1H-purine-2,6(3H,7H)-dione